(1R,2S,5S)-2-(4-bromophenyl)-8-oxa-3-azabicyclo[3.2.1]octane BrC1=CC=C(C=C1)[C@H]1[C@H]2CC[C@@H](CN1)O2